3,5-difluorobenzoyl-N,N-dimethyl-propanediamine FC=1C=C(C(=O)C(CC)(N(C)C)N)C=C(C1)F